ClC1=C(C=C(C=C1)Cl)S(=O)(=O)N[C@@H](C(=O)N[C@@H](CCCC1=CC=CC=C1)B(O)O)CC(=O)N1CCOCC1 ((R)-1-((R)-2-((2,5-dichlorophenyl)sulfonamido)-4-morpholino-4-oxobutanamido)-4-phenylbutyl)boronic acid